C(C1=CC=CC=C1)N([C@H]1CC(CCC1)(O)C)CC1=CC=CC=C1 (3R)-3-(dibenzylamino)-1-methylcyclohexanol